O1CCC(CC1)N1CCC(CC1)C=1SC=CN1 2-(1-(tetrahydro-2H-pyran-4-yl)piperidin-4-yl)thiazol